ClCC(CC1(N([C@@H]2C[C@@H]2C1)C(=O)OC(C)(C)C)C(=O)OC)=C 2-(tert-butyl) 3-methyl (1R,5R)-3-(2-(chloromethyl)allyl)-2-azaBicyclo[3.1.0]hexane-2,3-dicarboxylate